2-((2-ethyl-6-(1-(2-(3-hydroxyazetidin-1-yl)-2-oxoethyl)piperidin-4-yl)-8-methylimidazo[1,2-a]pyridin-3-yl)(methyl)amino)-4-(4-fluorophenyl)thiazole-5-carbonitrile C(C)C=1N=C2N(C=C(C=C2C)C2CCN(CC2)CC(=O)N2CC(C2)O)C1N(C=1SC(=C(N1)C1=CC=C(C=C1)F)C#N)C